ClC=1C(=CC(=C(C(=O)O)C1)F)COC1=NC=C(C=C1)OC1CCCC1 5-Chloro-4-(((5-(cyclopentyloxy)pyridin-2-yl)oxy)methyl)-2-fluorobenzoic acid